C1(C=CC(N1C1=CC=CC=C1)=O)=O 1-maleimidobenzene